OCC(C(CC(C)C)(C)C)(CO)CO 1,1,1-tris(hydroxymethyl)-2,2,4-trimethylpentane